N-(4-(N-hydroxycarbamimidoyl)phenyl)acetamide ONC(=N)C1=CC=C(C=C1)NC(C)=O